2,2-difluoro-1-methanesulfonyloxy-2-deoxyribose FC(C(=O)OS(=O)(=O)C)([C@H](O)[C@H](O)CO)F